FC(C(=O)NCCC1=C(C(=O)N)C=CC=C1)(F)F (2-(2,2,2-trifluoroacetamido)ethyl)benzamide